5-[8-Chloro-11-[3-(4-chloro-3,5-dimethyl-phenoxy)propyl]-7-(4,6-dimethylpyrimidin-5-yl)-1-oxo-4,5-dihydro-3H-[1,4]diazepino[1,2-a]indol-2-yl]naphthalene-2-carboxylic Acid ClC=1C=CC=2C(=C3N(C2C1C=1C(=NC=NC1C)C)CCCN(C3=O)C3=C1C=CC(=CC1=CC=C3)C(=O)O)CCCOC3=CC(=C(C(=C3)C)Cl)C